N-t-butoxycarbonyl-1,3-propanediamine C(C)(C)(C)OC(=O)NCCCN